2-chloromethyl-3-methoxyphenyl-5-methylquinazolinone ClCC1=C(C=CC=C1OC)C1=NC(NC2=CC=CC(=C12)C)=O